N(=[N+]=[N-])CCCCNC(CCC(CCC(=O)NCCCCN=[N+]=[N-])(CCC(=O)NCCCCN=[N+]=[N-])NC(CCCCCCCCCCC(=O)O)=O)=O 12-((1,7-bis((4-azidobutyl)amino)-4-(3-((4-azidobutyl)amino)-3-oxopropyl)-1,7-dioxoheptan-4-yl)amino)-12-oxododecanoic acid